(E)-4-(3,4,5-tri(decyloxy)styryl)pyridine C(CCCCCCCCC)OC=1C=C(/C=C/C2=CC=NC=C2)C=C(C1OCCCCCCCCCC)OCCCCCCCCCC